3-Cyano-5-{2-formyl-3-[(4-methoxyphenyl)methoxy]phenoxy}-N-[(2E)-1-(2-hydroxy-2-methylpropyl)-6-[(4-methylpiperazin-1-yl)methyl]-3H-1,3-benzodiazol-2-ylidene]benzamide C(#N)C=1C=C(C(=O)/N=C/2\NC3=C(N2CC(C)(C)O)C=C(C=C3)CN3CCN(CC3)C)C=C(C1)OC1=C(C(=CC=C1)OCC1=CC=C(C=C1)OC)C=O